C(N)(OCC1=CC(=NC(=C1)C(F)(F)F)OC1=CC(=CC=C1)C(=O)N1C[C@H]([C@@H](C1)O)F)=O trans-((2-(3-(3-fluoro-4-hydroxypyrrolidine-1-carbonyl) phenoxy)-6-(trifluoromethyl) pyridin-4-yl) methyl) carbamate